acetyl-deoxyribose C(C)(=O)C(=O)C[C@H](O)[C@H](O)CO